ClC1=CC=C(C=C1)C=1C(=NC(=NC1CC)N)N 5-(4-chlorophenyl)-6-ethyl-2,4-pyrimidinediamine